C1(CC1)C=1C(=C(C(=CC1N1CC(CC1)(OC)CN(C)C)F)S(=O)(=O)N(CC1=CC=C(C=C1)OC)C1=NC(=CC=C1)F)F 3-cyclopropyl-4-(3-((dimethylamino)methyl)-3-methoxypyrrolidin-1-yl)-2,6-difluoro-N-(6-fluoropyridin-2-yl)-N-(4-methoxybenzyl)benzenesulfonamide